CN(C(=O)C=1N=C(SC1)C=1C=NN(C1)C1=CC=CC=C1)CC1OCCC1 N-methyl-N-[(oxolan-2-yl)methyl]-2-(1-phenyl-1H-pyrazol-4-yl)-1,3-thiazole-4-carboxamide